ethyl 3-[2-(2,6-dioxopiperidin-3-yl)-1-oxo-2,3-dihydro-1H-isoindol-5-yl]quinoxaline-2-carboxylate O=C1NC(CCC1N1C(C2=CC=C(C=C2C1)C=1C(=NC2=CC=CC=C2N1)C(=O)OCC)=O)=O